1-cyclopropoxy-3-nitrobenzene C1(CC1)OC1=CC(=CC=C1)[N+](=O)[O-]